ClC1=CC(=NC=N1)N1C[C@@](CC1)(OC)C(C)(C)O |r| racemic-2-(1-(6-chloropyrimidin-4-yl)-3-methoxypyrrolidin-3-yl)propan-2-ol